C(C)OC=1C=CC=2C(C3=CC=CC=C3NC2C1)=C1CCN(CC1)C 3-Ethoxy-9-(1-methyl-piperidine-4-ylidene)-9,10-dihydro-acridine